C(CCCCCCCCC(=O)OC1=CC=C(C=C1)C1=C(C2=C(S1)C=C(C=C2)O)C(C2=CC=C(C=C2)OCCN2CCCCC2)=O)(=O)OC(COC(CCCCCCCCCCCCCCC)=O)COC(CCCCCCCCCCCCCCC)=O 1-(1,3-bis(palmitoyloxy) propan-2-yl) 10-(4-(6-hydroxy-3-(4-(2-(piperidin-1-yl) ethoxy) benzoyl) benzo[b]thiophen-2-yl) phenyl) sebacate